6'-(((1S,3S)-3-((5-(difluoromethoxy)pyrimidin-2-yl)amino)cyclopentyl)amino)-5'-methyl-2H-[1,3'-bipyridyl]-2-one FC(OC=1C=NC(=NC1)N[C@@H]1C[C@H](CC1)NC1=C(C=C(C=N1)N1C(C=CC=C1)=O)C)F